CC1(C(NC=2C1=NC=C(C2)C)=O)C 3,3,6-Trimethyl-1,3-dihydro-2H-pyrrolo[3,2-b]pyridin-2-one